N-(4-methyl-7-phenoxychroman-4-yl)acrylamide CC1(CCOC2=CC(=CC=C12)OC1=CC=CC=C1)NC(C=C)=O